Bicyclo[2.2.1]heptan-1-ylmethyl 2-((((((R)-1-(6-amino-9H-purin-9-yl)propan-2-yl)oxy)methyl)((1-(hexyloxy)-2-methyl-1-oxopropan-2-yl)amino)phosphoryl)amino)-2-methylpropanoate NC1=C2N=CN(C2=NC=N1)C[C@@H](C)OCP(=O)(NC(C(=O)OCCCCCC)(C)C)NC(C(=O)OCC12CCC(CC1)C2)(C)C